NC([C@H](CC(=O)OC(C)(C)C)C)C1CC1 tert-butyl (3S)-4-amino-4-cyclopropyl-3-methylbutanoate